2-bromo-5-cyclohexyl-9,9-dimethyl-9H-fluorene BrC1=CC=2C(C3=CC=CC(=C3C2C=C1)C1CCCCC1)(C)C